Cl.N1(CCNCC1)C[C@H](C)NC1=NC=NC2=C(C=CC=C12)C=1C=NC=CC1 N-[(2S)-1-piperazin-1-ylpropan-2-yl]-8-pyridin-3-ylquinazolin-4-amine hydrochloride